3-fluoro-2-hydroxy-5-(4-methyl-2-(6-(pyrrolidin-1-yl)pyridin-3-yl)thiazol-5-yl)benzaldehyde FC=1C(=C(C=O)C=C(C1)C1=C(N=C(S1)C=1C=NC(=CC1)N1CCCC1)C)O